N1(N=CC=C1)CC1=CC2=C(C(=NO2)NS(=O)(=O)C=2C(=NC=CC2OC)OC)C(=C1)OC(F)F N-(6-((1H-pyrazol-1-yl)methyl)-4-(difluoromethoxy)benzo[d]isoxazol-3-yl)-2,4-dimethoxypyridine-3-sulfonamide